2-[[2-(2,5-difluorophenyl)acetyl]amino]-4-[[3-fluoro-2-methoxy-propyl]-[4-(5,6,7,8-tetrahydro-1,8-naphthyridin-2-yl)butyl]amino]butanoic acid FC1=C(C=C(C=C1)F)CC(=O)NC(C(=O)O)CCN(CCCCC1=NC=2NCCCC2C=C1)CC(CF)OC